(1S,4S)-2-[3-chloro-5-(trifluoromethyl)-2-pyridyl]-2,5-diazabicyclo[2.2.1]heptaneformic acid ClC=1C(=NC=C(C1)C(F)(F)F)N1[C@@]2(CN[C@H](C1)C2)C(=O)O